1-bromo-3-chloro-3-methyl-1,3-disilacyclobutane Br[SiH]1C[Si](C1)(C)Cl